2-(1,4-dioxaspiro[4.5]dec-8-yl)-1,3,4-thiadiazole O1CCOC12CCC(CC2)C=2SC=NN2